C1=C(C=CC2=CC=CC=C12)C1=CC=2CC3=CC(=CC=C3C2C=C1)C1=CC2=CC=CC=C2C=C1 2,7-bis(naphthalen-2-yl)fluorene